C1(CCC(N1N1C(C=CC=C1)SSCCC(C(=O)[O-])S(=O)(=O)O)=O)=O N-succinimidyl-4-(2-pyridyldithio)-2-sulfobutyrate